C(C)(C)C([O-])(CCC)C(C)C.[Al+3].C(C)(C)C([O-])(CCC)C(C)C.C(C)(C)C([O-])(CCC)C(C)C aluminum di-isopropyl-butoxide